CC(C[C@H]1CC[C@H]2[C@@](O1)(C[C@@H](O2)\C=C\S(=O)(=O)C2=CC=CC=C2)CO)=C=C ((2r,3ar,5r,7as)-5-(2-methylbutan-2,3-dien-1-yl)-2-((E)-2-(phenylsulfonyl)vinyl)hexahydro-2H-furo[3,2-b]pyran-3a-yl)methanol